Ethylbenzothiazoline CCC1=NC2=CC=CC=C2S1